oxydibenzoic anhydride O1C2=C(C(=O)OC(C3=C1C=CC=C3)=O)C=CC=C2